Cl.FC1=C(CN2C(N(C(C23CCNCC3)=O)C3=NC=CC(=C3)C(F)(F)F)=O)C=CC(=C1)F 1-(2,4-difluorobenzyl)-3-(4-(trifluoromethyl)pyridin-2-yl)-1,3,8-triazaspiro[4.5]decane-2,4-dione hydrochloride